O=C1NC(CCC1N1C(N(C2=C1C=CC(=C2)N2CCNCC2)C)=O)=O 4-[1-(2,6-dioxo-3-piperidyl)-3-methyl-2-oxo-benzimidazol-5-yl]piperazin